(R)-N-((S)-2-(dimethylamino)-3-(4-hydroxyphenyl)propyl)-3-(5-methylpyridin-3-yl)-3-(1-(trifluoromethyl)cyclopropyl)propanamide CN([C@H](CNC(C[C@@H](C1(CC1)C(F)(F)F)C=1C=NC=C(C1)C)=O)CC1=CC=C(C=C1)O)C